C1(CCCC1)C=1C=C(C(=NC1)N)F 5-cyclopentyl-3-fluoropyridin-2-amine